CN(C1=C2NC(NC2=NC=N1)=O)C 6-(dimethylamino)-7,9-dihydro-8H-purin-8-one